NCC=1C=C(C=CC1)C1CCN(CC1)C(=O)C1=CC=CC=2SC(=CC21)B(O)O 4-(4-(3-(aminomethyl)phenyl)piperidine-1-carbonyl)benzo[b]thiophen-2-ylboronic acid